FC=1C=C(C=CC1F)C(C(=O)OC)N1C(NCC1=O)=O methyl 2-(3,4-difluorophenyl)-2-(2,5-dioxoimidazolidin-1-yl)acetate